bis(1-naphthyl)diethoxysilane C1(=CC=CC2=CC=CC=C12)[Si](OCC)(OCC)C1=CC=CC2=CC=CC=C12